(4-(tert-butyl)phenyl)-1-ethoxyisoquinoline-6-carboxylic acid C(C)(C)(C)C1=CC=C(C=C1)C=1N=C(C2=CC=C(C=C2C1)C(=O)O)OCC